CN(C)CC=1C=CC2=C(N=C(O2)NC2=NC3=C(N2CC)C=CC(=C3)F)C1 5-[(dimethylamino)methyl]-N-(1-ethyl-5-fluoro-1H-1,3-benzodiazol-2-yl)-1,3-benzoxazol-2-amine